(1R,2S,5S)-6,6-dimethyl-N-((S)-1-oxo-3-((S)-2-oxopyrrolidin-3-yl)propan-2-yl)-3-(1-phenylcyclopentanecarbonyl)-3-azabicyclo[3.1.0]hexane-2-carboxamide CC1([C@H]2CN([C@@H]([C@@H]12)C(=O)N[C@H](C=O)C[C@H]1C(NCC1)=O)C(=O)C1(CCCC1)C1=CC=CC=C1)C